OC1=C(C(OC12CCC(CC2)OC2CCN(CC2)CCOCCOCCOCCOCC(=O)O)=O)C2=C(C=C(C=C2C)C)C 14-(4-(((5s,8s)-4-hydroxy-3-mesityl-2-oxo-1-oxaspiro[4.5]dec-3-en-8-yl)oxy)piperidin-1-yl)-3,6,9,12-tetraoxatetradecanoic acid